FC1=C(C=CC(=C1)F)NC1C2=C(C=3N(CC1)N=NC3C)C=CC(=C2)C=2C=NN(C2)C N-(2,4-difluorophenyl)-1-methyl-9-(1-methyl-1H-pyrazol-4-yl)-6,7-dihydro-5H-benzo[c][1,2,3]triazolo[1,5-a]azepin-7-amine